ClC1=NC=CC(=N1)C1=CC=C(C(=O)OCC)C=C1 Ethyl 4-(2-chloropyrimidin-4-yl)benzoate